1-(azetidin-3-yl)-1H-indole N1CC(C1)N1C=CC2=CC=CC=C12